C(C)(C)N1N=CC=2CC3(CCNCC3)CC(C12)=O 1-isopropyl-7-oxo-1,4,6,7-tetrahydrospiro[indazole-5,4'-piperidine]